3,4-difluoro-tert-butyl-oxazolinone FN1C(OC(=C1F)C(C)(C)C)=O